FC1=C(C(=CC=2C3=C(C(=NC12)O[C@@H](C)[C@H]1N(CCC1)C)N=NN3C3CCN(CC3)C(\C=C\CF)=O)C)C3N(C1=NC=CC=C1C=C3)C#N (6-fluoro-1-(1-((E)-4-fluorobut-2-enoyl)piperidin-4-yl)-8-methyl-4-((S)-1-((S)-1-methylpyrrolidin-2-yl)ethoxy)-1H-[1,2,3]triazolo[4,5-c]quinolin-7-yl)-1-naphthyridinecarbonitrile